(8-((tert-butoxycarbonyl)amino)-3-((2-cyclopropyl-1-oxoisoindolin-5-yl)amino)-7-fluoroisoquinoline-6-yl)-8-methyl-2,3-dihydro-1H-pyrido[2,3-b][1,4]oxazine-1-carboxylate C(C)(C)(C)OC(=O)NC=1C(=C(C=C2C=C(N=CC12)NC=1C=C2CN(C(C2=CC1)=O)C1CC1)OC(=O)N1C2=C(OCC1)N=CC=C2C)F